(1R,2S)-2-(3-{[5-chloro-6-(3-hydroxyazetidin-1-yl)pyrimidin-4-yl]amino}-1H-indazol-6-yl)-5'-methoxy-1'-methylspiro[cyclopropane-1,3'-indol]-2'(1'H)-one ClC=1C(=NC=NC1N1CC(C1)O)NC1=NNC2=CC(=CC=C12)[C@@H]1C[C@@]12C(N(C1=CC=C(C=C21)OC)C)=O